(R)-5-(2-(3-((benzyloxy)methyl)-1-(2-(pyridin-2-yl)propan-2-yl)pyrrolidin-3-yl)ethyl)thiophene-2-carbonitrile C(C1=CC=CC=C1)OC[C@]1(CN(CC1)C(C)(C)C1=NC=CC=C1)CCC1=CC=C(S1)C#N